8-bromo-2,5,7-trimethyloct-2-ene BrCC(CC(CC=C(C)C)C)C